Cl.Cl.NN Hydrazine dihydrochloride